S(=O)(=O)(O)C1=CC=C(C)C=C1.CC(COC(C)COC(C)COC(C)COC(C)COC(C)COC(C)COC(C)COC(C)COC(C)COC(C)COC(C)CO)O dodecapropylene glycol monotosylate